ClC1=NC=2C(=CC=CC2C=2N1N=C(N2)C2=CC=C(C=C2)OC)SC 5-Chloro-2-(4-methoxyphenyl)-7-(methylsulfanyl)[1,2,4]triazolo[1,5-c]quinazoline